CC1=CC(NC(=C1)C)=O 4,6-dimethyl-2-oxo-1,2-dihydropyridine